ClC=1C=NN(C(C1Cl)=O)[C@H](C(=O)NC1=CC(=C(C=C1)C)S(NCC1=NC=CC=C1)(=O)=O)C (S)-2-(4,5-dichloro-6-oxopyridazin-1(6H)-yl)-N-(4-methyl-3-(N-(pyridin-2-ylmethyl)sulfamoyl)phenyl)propanamide